CC1=C(C=C(C=C1)[C@]12[C@@H]([C@H]([C@@H]([C@](CO1)(O2)COCC2=CC=CC=C2)OCC2=CC=CC=C2)OCC2=CC=CC=C2)OCC2=CC=CC=C2)CC2=CC=C(C=C2)CCCC(=O)O 4-[4-[[2-methyl-5-[(1S,2S,3S,4R,5S)-2,3,4-tribenzyloxy-1-(benzyloxymethyl)-6,8-dioxabicyclo[3.2.1]octane-5-yl]phenyl]methyl]phenyl]butyric acid